(5-(trifluoromethyl)pyridin-2-yl)methylamine FC(C=1C=CC(=NC1)CN)(F)F